tert-butyl 4-(3-iodopyrazolo[1,5-a]pyridin-6-yl)piperidine-1-carboxylate IC=1C=NN2C1C=CC(=C2)C2CCN(CC2)C(=O)OC(C)(C)C